BrC1(C(CC(CC1)Br)C(=O)O)C 2,5-dibromo-2-methylcyclohexanecarboxylic acid